(1R,2S,5S)-N-{(2S)-4-(2-fluorophenoxy)-3-oxo-1-[(3S)-2-oxopyrrolidin-3-yl]butan-2-yl}-6,6-dimethyl-3-[N-(trifluoroacetyl)-L-valyl]-3-azabicyclo[3.1.0]hexane-2-carboxamide FC1=C(OCC([C@H](C[C@H]2C(NCC2)=O)NC(=O)[C@@H]2[C@H]3C([C@H]3CN2C([C@@H](NC(C(F)(F)F)=O)C(C)C)=O)(C)C)=O)C=CC=C1